C[C@H]1N(CCOC1)C=1C=C(C=2N(N1)C=NC2)C2(CCCC2)C#N 1-{2-[(3R)-3-methylmorpholin-4-yl]imidazo[1,5-b]pyridazin-4-yl}cyclopentane-1-carbonitrile